2-((6-(1,1-difluoroethyl)-2-methylpyridin-3-yl)sulfonyl)-6-((4-methyltetrahydro-2H-pyran-4-yl)methyl)-2,6-diazaspiro[3.3]heptane FC(C)(F)C1=CC=C(C(=N1)C)S(=O)(=O)N1CC2(C1)CN(C2)CC2(CCOCC2)C